3-fluoro-5-(((1-methylcyclopropyl)amino)methyl)pyrazolo[1,5-a]pyridine-7-carboxylic acid FC=1C=NN2C1C=C(C=C2C(=O)O)CNC2(CC2)C